NC=1N=CN(C(C1C(=O)N[C@H]1C[C@H](CCC1)CNCC1=C(C=C(C=C1)OC)OC)=O)C1=C(C=C(C=C1C)OC)Cl 4-amino-1-((S)-2-chloro-4-methoxy-6-methylphenyl)-N-((1R,3S)-3-(((2,4-dimethoxybenzyl)amino)methyl)cyclohexyl)-6-oxo-1,6-dihydropyrimidine-5-carboxamide